OC1=C(C(=CC(=C1)C)C)C1=CC=C2C=CC(=NC2=N1)[C@@H]1CN(CC1)C(C)=O |r| 1-[rac-(3S)-3-[7-(2-hydroxy-4,6-dimethyl-phenyl)-1,8-naphthyridin-2-yl]pyrrolidin-1-yl]ethanone